The molecule is a 3beta-sterol that consists of 3beta-hydroxystigmastane having double bonds at the 5,6- and 22,23-positions. It has a role as a vitamin and a plant metabolite. It is a 3beta-sterol, a stigmastane sterol, a 3beta-hydroxy-Delta(5)-steroid and a member of phytosterols. It derives from a hydride of a stigmastane. CC[C@H](/C=C/[C@@H](C)[C@H]1CC[C@@H]2[C@@]1(CC[C@H]3[C@H]2CC=C4[C@@]3(CC[C@@H](C4)O)C)C)C(C)C